Cadmium germanate [GeH](=O)[O-].[Cd+2].[GeH](=O)[O-]